di(n-pentyl)isononyl-cyclohexane amyl-butyrate (amyl-butyrate) C(CCCC)C(C(=O)O)CC.C(CCCC)OC(CCC)=O.C(CCCC)C1(CCC(CC1)CCCCCCC(C)C)CCCCC